1-(3-chlorophenyl)-3-(2-fluoro-3-(3-methoxyquinoxaline-6-carbonyl)phenyl)urea ClC=1C=C(C=CC1)NC(=O)NC1=C(C(=CC=C1)C(=O)C=1C=C2N=C(C=NC2=CC1)OC)F